BrC1=C(C=CC=C1CNC1=CC(=C(CN[C@H](CO)C(=O)O)C=C1)OCC=1C=NC=C(C1)C#N)C1=CC=CC=C1 (4-(((2-Bromo-[1,1'-biphenyl]-3-yl)methyl)amino)-2-((5-cyanopyridin-3-yl)methoxy)benzyl)-D-serine